2-phenyl-N-(methacryloyl)indole C1(=CC=CC=C1)C=1N(C2=CC=CC=C2C1)C(C(=C)C)=O